6-(4-(trifluoromethyl)phenyl)pyridine-2-thiol FC(C1=CC=C(C=C1)C1=CC=CC(=N1)S)(F)F